C(=O)(O)OOC(=O)O.C(C)(C)(C)C1CCC(CC1)=O.C(C)(C)(C)C1CCC(CC1)=O di-(4-tert-butylcyclohexanone) peroxydicarbonate